(2S,5S)-4-[1-(1,1-difluoroethyl)cyclopropane-1-carbonyl]-2,3,4,5-tetrahydro-2,5-methanopyrido[3,4-f][1,4]oxazepine-9-carbonitrile FC(C)(F)C1(CC1)C(=O)N1C[C@H]2OC3=C([C@@H]1C2)C=NC=C3C#N